(1-(7-fluoro-2-hydroxyquinolin-4-yl)cyclopropyl)-2-methyl-5-((1-methylazetidin-2-yl)methoxy)benzamide FC1=CC=C2C(=CC(=NC2=C1)O)C1(CC1)C=1C(=C(C(=O)N)C=C(C1)OCC1N(CC1)C)C